tert-Butyl-(1S,4S)-5-[4-(3-ethynyl-2-fluoro-anilino)-7-fluoro-pyrido[3,2-d]pyrimidin-6-yl]-2,5-diazabicyclo[2.2.1]heptane-2-carboxylate C(C)(C)(C)OC(=O)N1[C@@H]2CN([C@H](C1)C2)C=2C(=CC=1N=CN=C(C1N2)NC2=C(C(=CC=C2)C#C)F)F